3-(4-iodophenyl)-1,2,4-oxadiazol-5(4H)-one IC1=CC=C(C=C1)C1=NOC(N1)=O